4-Iodobenzotrifluoride IC1=CC=C(C=C1)C(F)(F)F